chloroethyl-diazonium ClCC[N+]#N